[Si](C)(C)(C(C)(C)C)OCC1=C(C=CC(=C1)C(F)(F)F)C1=CCCCN1C(=O)OC(C)(C)C Tert-butyl 6-(2-(((tert-butyldimethylsilyl) hydroxy) methyl)-4-(trifluoromethyl) phenyl)-3,4-dihydropyridine-1(2H)-carboxylate